C(C)(C)(C)C=1C=C(CCC(=O)NCCCCCCNC(CCC2=CC(=C(C(=C2)C(C)(C)C)O)C(C)(C)C)=O)C=C(C1O)C(C)(C)C N,N'-Hexamethylen-bis-(3,5-di-t-butyl-4-hydroxy-hydrocinnamamid)